C(C)(=O)N(CCN(C(C)=O)C(C)=O)C(C)=O N,N,N',N'-tetraacetylethylenediamine